(R)-2-(tert-butoxycarbonyl)-7-((3-(2,3-dihydrobenzo[b][1,4]dioxin-6-yl)-2-methylbenzyl)oxy)-1,2,3,4-tetrahydroisoquinoline-3-carboxylic acid C(C)(C)(C)OC(=O)N1CC2=CC(=CC=C2C[C@@H]1C(=O)O)OCC1=C(C(=CC=C1)C1=CC2=C(OCCO2)C=C1)C